BrC=1C=C(C=C(C1)F)C[C@@H](C(=O)N1N[C@@H](CCC1)C(=O)OC)NC(=O)OC(C)(C)C methyl (3S)-1-[(2S)-3-(3-bromo-5-fluorophenyl)-2-{[(tert-butoxy)carbonyl]amino}propanoyl]-1,2-diazinane-3-carboxylate